1-(6-chloro-2-methyl-2H-indazol-5-yl)-3-(2,4,5-trifluorobenzyl)guanidine ClC=1C(=CC2=CN(N=C2C1)C)NC(=N)NCC1=C(C=C(C(=C1)F)F)F